(2S,4R)-4-(azidomethyl)-4-fluoro-1-((4-phenoxybutyryl)glycyl)pyrrolidine-2-carboxylic acid N(=[N+]=[N-])C[C@]1(C[C@H](N(C1)C(CNC(CCCOC1=CC=CC=C1)=O)=O)C(=O)O)F